[I-].O=C(CCCCC[N+]1=C2C=C(C=CC2=C2C=CC(=CC2=C1C1=CC=CC=C1)N)N)NCCCOCCOCCOCCCNC(CCCCC[N+]1=C2C=C(C=CC2=C2C=CC(=CC2=C1C1=CC=CC=C1)N)N)=O.[I-] 5,5'-(6,22-dioxo-11,14,17-trioxa-7,21-diazaheptacosane-1,27-diyl)bis(3,8-diamino-6-phenylphenanthridin-5-ium) iodide